[5-[3-[2-(cyclopropanecarbonylamino)-1,3-benzothiazol-7-yl]-5-fluoro-phenyl]-2-furyl]phosphonic acid C1(CC1)C(=O)NC=1SC2=C(N1)C=CC=C2C=2C=C(C=C(C2)F)C2=CC=C(O2)P(O)(O)=O